CN(C)CC1=C(C=CC(=N1)NC1=CC2=C(C=N1)SC(=N2)C2=C(C=CC=C2OC)F)N2CCOCC2 6-[(Dimethylamino)methyl]-N-[2-(2-fluoro-6-methoxyphenyl)-[1,3]thiazolo[5,4-c]pyridin-6-yl]-5-(morpholin-4-yl)pyridin-2-amine